N'2,N'6-Bis[(1-methylpyridinium-4-yl)methylene]pyridine-2,6-dicarbohydrazide iodide [I-].C[N+]1=CC=C(C=C1)C=NNC(=O)C1=NC(=CC=C1)C(=O)NN=CC1=CC=[N+](C=C1)C.[I-]